C(C1=CC=CC=C1)N1C(C(CC2=CC(=C(C=C12)F)[N+](=O)[O-])C)=O 1-benzyl-7-fluoro-3-methyl-6-nitro-3,4-dihydroquinolin-2-one